3-(4-((3-chloro-5-fluoro-4-(piperidin-1-ylmethyl)benzyl)thio)-1-oxoisoindolin-2-yl)piperidine-2,6-dione ClC=1C=C(CSC2=C3CN(C(C3=CC=C2)=O)C2C(NC(CC2)=O)=O)C=C(C1CN1CCCCC1)F